3-(5-amino-2-chlorophenyl)-N-methyl-1,6-naphthyridin-7-amine NC=1C=CC(=C(C1)C=1C=NC2=CC(=NC=C2C1)NC)Cl